6-{[(9H-fluoren-9-ylmethoxy)carbonyl]amino}hexanoic acid C1=CC=CC=2C3=CC=CC=C3C(C12)COC(=O)NCCCCCC(=O)O